C(C)(C)(C)OC(=O)N1CCN(CC1)C1=CC2=C(N(C(=N2)N2C[C@@H](CCC2)NC2=NC=C(C=N2)C(F)(F)F)C)C=C1.C1(=CC=CC=C1)C1=CC(=NC2=CC=CC=C12)C(C(C(C(C(C(F)(F)F)(F)F)(F)F)(F)F)(F)F)(F)F 4-phenyl-2-(perfluorohexyl)quinoline tert-butyl-(R)-4-(1-methyl-2-(3-((5-(trifluoromethyl)pyrimidin-2-yl)amino)piperidin-1-yl)-1H-benzo[d]imidazol-5-yl)piperazine-1-carboxylate